6-((2-Chloro-3-(1-ethyl-1H-pyrazol-3-yl)phenyl)mercapto)-1,2,4-triazine ClC1=C(C=CC=C1C1=NN(C=C1)CC)SC1=CN=CN=N1